N-(4-(4-amino-1-ethyl-7-(4(R)-(oxetan-3-ylamino)cyclohex-1-en-1-yl)-1H-pyrazolo[4,3-c]pyridin-3-yl)-2-fluorophenyl)-2-chloro-5-methoxybenzenesulfonamide NC1=NC=C(C2=C1C(=NN2CC)C2=CC(=C(C=C2)NS(=O)(=O)C2=C(C=CC(=C2)OC)Cl)F)C2=CC[C@@H](CC2)NC2COC2